C(#N)N=C(NCC1=CN=C(S1)C(=O)O)NC1=CC=NC=C1 5-{[2-cyano-3-(pyridin-4-yl)guanidinyl]methyl}thiazole-2-carboxylic acid